N-allyl-2,2,2-Trifluoro-N-(2,2,2-trifluoro-acetyl)-acetamide C(C=C)N(C(C(F)(F)F)=O)C(C(F)(F)F)=O